(R)-4-[4-(5-methoxy-pyrazin-2-yl)-phenyl]-indan-1-ylamine COC=1N=CC(=NC1)C1=CC=C(C=C1)C1=C2CC[C@H](C2=CC=C1)N